(R)-N-(4-(3-(quinazolin-2-ylamino)pyrrolidine-1-carbonyl)phenyl)propiolamide N1=C(N=CC2=CC=CC=C12)N[C@H]1CN(CC1)C(=O)C1=CC=C(C=C1)NC(C#C)=O